ClC=1C=C(C=CC1C#N)N1C(OC(C1)C(=O)NC1=CC=C(C=C1)C#N)C(F)(F)F 3-(3-Chloro-4-cyanophenyl)-N-(4-cyanophenyl)-2-(trifluoromethyl)oxazolidin-5-carboxamid